FC1(CN(C2(C1O)CCCC2)C(=O)C2=NC(=CC=C2)C(F)F)F (3,3-difluoro-4-hydroxy-1-azaspiro[4.4]nonan-1-yl)(6-(difluoromethyl)pyridin-2-yl)methanone